2-Methyl-N-(1,3,4-oxadiazol-2-yl)-3-[(rac)-methylsulfinyl]-4-(trifluoromethyl)benzamid CC1=C(C(=O)NC=2OC=NN2)C=CC(=C1[S@](=O)C)C(F)(F)F |r|